FC1=CC=C(C=C1)C1=NOC(=C1C=1OC=C(N1)C(=O)N)C(C)C 2-(3-(4-fluorophenyl)-5-isopropylisoxazol-4-yl)oxazole-4-carboxamide